C(#N)CC1(CN(C1)C=1C=2N(C=CC1)N=C(N2)NC=2C=NN(C2)CC(=O)N2CCC(CC2)NCC2(CC2)C#N)N2N=CC(=C2)CC 1-[[[1-[2-[4-[[8-[3-(cyanomethyl)-3-(4-ethylpyrazol-1-yl)azetidin-1-yl]-[1,2,4]triazolo[1,5-a]pyridin-2-yl]amino]pyrazol-1-yl]acetyl]-4-piperidyl]amino]methyl]cyclopropanecarbonitrile